(+/-)-4-[4-(2,6-difluoro-4-{[5-(hydroxymethyl)-5-methyl-5,6-dihydro-4H-1,3-oxazin-2-yl]amino}phenoxy)-1H-pyrrolo[2,3-b]pyridin-3-yl]-2-methoxybenzonitrile FC1=C(OC2=C3C(=NC=C2)NC=C3C3=CC(=C(C#N)C=C3)OC)C(=CC(=C1)NC=1OC[C@@](CN1)(C)CO)F |r|